Cl.N[C@H](CC1=C(C2=C(N=C(N=C2NCC=2OC=CC2)Cl)N1)Cl)CC 6-[(2S)-2-aminobutyl]-2,5-dichloro-N-[(furan-2-yl)methyl]-7H-pyrrolo[2,3-d]pyrimidin-4-amine hydrochloride